2-(4-(5-chloro-2-(1H-1,2,3-triazol-1-yl)phenyl)-2,5-dioxopiperazin-1-yl)-N-(2-methyl-1-oxoisoindolin-5-yl)-3-phenylpropanamide ClC=1C=CC(=C(C1)N1CC(N(CC1=O)C(C(=O)NC=1C=C2CN(C(C2=CC1)=O)C)CC1=CC=CC=C1)=O)N1N=NC=C1